OC(C(=O)OCCCC)(C)C n-butyl α-hydroxyisobutyrate